CC=1C(=NNC1C(=O)O)C1=CN=NC=C1 4-methyl-3-pyridazin-4-yl-1H-pyrazole-5-carboxylic acid